2,5-dibromo-3,6-dihydroxy-p-benzoquinone BrC=1C(C(=C(C(C1O)=O)Br)O)=O